2-(4-(6-cyclopropyl-4-methyl-2,3-dioxo-3,4-dihydroquinoxalin-1(2H)-yl)piperidin-1-yl)pyrimidine-5-carbonitrile C1(CC1)C=1C=C2N(C(C(N(C2=CC1)C1CCN(CC1)C1=NC=C(C=N1)C#N)=O)=O)C